C(OC[C@](C(=O)OC[2H])(C)NC1=C2C(=NC=C1[N+](=O)[O-])N(C=C2)S(=O)(=O)C2=CC=CC=C2)([2H])([2H])[2H] Deuteromethyl (S)-2-((methoxy-d3)methyl)-2-((5-nitro-1-(phenylsulfonyl)-1H-pyrrolo[2,3-b]pyridin-4-yl)amino)propanoate